FC(C(=O)[O-])(F)F.CC1N(CCC1[NH3+])C dimethylpyrrolidin-3-aminium 2,2,2-trifluoroacetate